FCC1(C(OCC1)=O)N1N=C(C(=C1)[N+](=O)[O-])C 3-(fluoromethyl)-3-(3-methyl-4-nitro-pyrazol-1-yl)tetrahydrofuran-2-one